[O-]S(=O)(=O)C(F)(F)F.C[NH+]1C(CCCC1)C 1,2-dimethylpiperidinium triflate